(trifluoromethyl)cyclohexan FC(F)(F)C1CCCCC1